1-(4-((4-((1H-indazol-5-yl)amino)-7-methoxyquinazolin-6-yl)oxy)piperidin-1-yl)prop-2-en-1-one N1N=CC2=CC(=CC=C12)NC1=NC=NC2=CC(=C(C=C12)OC1CCN(CC1)C(C=C)=O)OC